[Cl-].[Cl-].S1N=NC2=C1C=CC=C2 benzothiadiazole dichloride